ClC1=CC=C(C=C1)/C=C/C(=O)C1=CC=C(C=C1)OC[C@](CN1N=CN=C1)(O)C1=C(C=C(C=C1)F)F (E)-3-(4-Chlorophenyl)-1-[4-[(2S)-2-(2,4-difluorophenyl)-2-hydroxy-3-(1,2,4-triazol-1-yl)propoxy]phenyl]prop-2-en-1-one